OC1=CC=C(C(=O)OCC2=C[C@H]([C@H]3[C@@H]2[C@@H](OC=C3)O[C@@H]3O[C@@H]([C@H]([C@@H]([C@H]3O)O)O)CO)O)C=C1 [(1S,4aR,5S,7aS)-5-Hydroxy-1-[(2S,3R,4S,5S,6R)-3,4,5-trihydroxy-6-(hydroxymethyl)oxan-2-yl]oxy-1,4a,5,7a-tetrahydrocyclopenta[c]pyran-7-yl]methyl 4-hydroxybenzoate